(R)-6-fluoro-10-isobutyl-2-methyl-7-(6-(3-(piperidin-1-yl)propoxy)pyridin-3-yl)-9,10-dihydro-8-oxa-2,4,10a-triazanaphtho[2,1,8-cde]azulen-1(2H)-one FC=1C=C2N=CC=3N(C(N4[C@@H](COC(=C2C34)C1C=1C=NC(=CC1)OCCCN1CCCCC1)CC(C)C)=O)C